(+/-)-3-(2-chloro-4-(methylsulfonyl)phenyl)-1,4-oxazepane ClC1=C(C=CC(=C1)S(=O)(=O)C)[C@@H]1COCCCN1 |r|